2-methyl-3-(methylthio)furan CC=1OC=CC1SC